2-(4-(6-acetyl-4-methyl-2,3-dioxo-3,4-dihydroquinoxalin-1(2H)-yl)piperidin-1-yl)pyrimidine-5-carbonitrile C(C)(=O)C=1C=C2N(C(C(N(C2=CC1)C1CCN(CC1)C1=NC=C(C=N1)C#N)=O)=O)C